tert-Butyl 3-[4,6-difluoro-1-(3-phenylprop-2-yn-1-yl)-1H-indazol-3-yl]azetidine-1-carboxylate FC1=C2C(=NN(C2=CC(=C1)F)CC#CC1=CC=CC=C1)C1CN(C1)C(=O)OC(C)(C)C